propylcyclopentadienyl-(1,5-dimethylindenyl)zirconium dichloride [Cl-].[Cl-].C(CC)[Zr+2](C=1C(C2=CC=C(C=C2C1)C)C)C1C=CC=C1